O1CCC(CC1)C(C(=O)O)C 2-(tetrahydro-2H-pyran-4-yl)propanoic acid